4-(Benzylamino)-1-(benzyloxy)butan-2-ol C(C1=CC=CC=C1)NCCC(COCC1=CC=CC=C1)O